N-(2-(2,5-dioxo-2,5-dihydro-1H-pyrrol-1-yl)ethyl)-3-phenylpropionamide O=C1N(C(C=C1)=O)CCNC(CCC1=CC=CC=C1)=O